N-TETRADECYLCYCLOHEXANE CCCCCCCCCCCCCCC1CCCCC1